3-(4-methylpiperazin-1-yl)-1-(4-(pyridin-2-ylmethyl)-3,4-dihydroquinoxalin-1(2H)-yl)propan-1-on CN1CCN(CC1)CCC(=O)N1CCN(C2=CC=CC=C12)CC1=NC=CC=C1